C(C)(C)(C)OC(=O)NCC=1C(=CC(=NC1)C1=CC=C(C=C1)F)C1=NN(C=C1)CC=1C=C(C(=O)O)C=CC1 3-((3-(5-(((tert-butoxycarbonyl)amino)methyl)-2-(4-fluorophenyl)pyridin-4-yl)-1H-pyrazol-1-yl)methyl)benzoic acid